2-morpholinopropanol O1CCN(CC1)C(CO)C